C(C=C)OCCOCC1=CC=CC=C1 ({2-[(prop-2-en-1-yl)oxy]ethoxy}methyl)benzene